O1N=CC=C1C1=CC=CC=2[C@@H](OCCCC21)CNC(OC(C)(C)C)=O (R)-tert-butyl (6-(isoxazol-5-yl)-1,3,4,5-tetrahydrobenzo[c]oxepin-1-yl)methylcarbamate